4-(4-((R)-1-(3-(difluoromethyl)-2-fluorophenyl)ethylamino)cinnolin-6-yl)cyclohex-3-enecarboxylic acid FC(C=1C(=C(C=CC1)[C@@H](C)NC1=CN=NC2=CC=C(C=C12)C1=CCC(CC1)C(=O)O)F)F